C/C/1=C\CC(\C=C\CC(CCC1)=C)(C)C (1E,5E)-1,4,4-trimethyl-8-methylidenecycloundeca-1,5-diene